NC1=NC=2C=C(C=CC2C2=C1N=C(N2)CCCC)C(=O)O 4-amino-2-butyl-1H-imidazo[4,5-c]quinoline-7-carboxylic acid